(E)-N-(4-(1-(4-(1-(7-((2-(2,6-dioxopiperidin-3-yl)-1-oxoisoindoline-4-yl)amino)heptanoyl)piperidin-4-yl)benzoyl)piperidin-4-yl)butyl)-3-(pyridin-3-yl)acrylamide O=C1NC(CCC1N1C(C2=CC=CC(=C2C1)NCCCCCCC(=O)N1CCC(CC1)C1=CC=C(C(=O)N2CCC(CC2)CCCCNC(\C=C\C=2C=NC=CC2)=O)C=C1)=O)=O